(R)-N-(2-fluoro-3-hydroxy-3-methylbutyl)-7-(isopropylamino)-2-(6-oxo-1,6-dihydropyridin-2-yl)pyrazolo[1,5-a]pyrimidine-6-carboxamide F[C@H](CNC(=O)C=1C=NC=2N(C1NC(C)C)N=C(C2)C=2NC(C=CC2)=O)C(C)(C)O